C(C)C=1CC2CCC2C1 3-ethyl-bicyclo[3.2.0]hept-3-ene